CN1[C@H](C2=CC=CC=C2CC1)C[N+]1=NOC(=C1)[N-]C(NC1=CC(=CC(=C1)C(F)(F)F)NC(CC1=CC=CC=C1)=O)=O |r| rac-(3-((2-Methyl-1,2,3,4-tetrahydroisoquinolin-1-yl)methyl)-1,2,3-oxadiazol-3-ium-5-yl)((3-(2-phenylacetamido)-5-(trifluoromethyl)phenyl)carbamoyl)amide